ClC1=NC=2N(C(=C1)N)N=CC2C(C)C 5-chloro-3-isopropylpyrazolo[1,5-a]pyrimidin-7-amine